CC1=C(C(=O)NC2(CC2)C2=C3C=CC=NC3=CC(=C2)C(=C)C)C=C(C=C1)OC[C@H]1NCCC1 (S)-2-Methyl-N-(1-(7-(prop-1-en-2-yl)quinolin-5-yl)cyclopropyl)-5-(pyrrolidin-2-ylmethoxy)benzamide